C1(CC1)C1=NN(C=C1C1=NC(=C(C=C1)F)C(F)F)C(=O)OC(C)(C)C tert-butyl 3-cyclopropyl-4-[6-(difluoromethyl)-5-fluoro-2-pyridyl]pyrazole-1-carboxylate